OCCCOC1=C(C(=CC(=N1)C1=NC=CC=C1)C1=CC=C(C=C1)C(C)C)C#N 6-(3-Hydroxy-propoxy)-4-(4-isopropyl-phenyl)-[2,2']bipyridinyl-5-carbonitrile